[4-{[(4-chlorophenyl)amino]carbonyl}-1,5-dimethyl-1H-pyrrol-2-yl]-5-cyano-4-hydroxybenzoic acid methyl ester COC(C1=C(C=C(C(=C1)C#N)O)C=1N(C(=C(C1)C(=O)NC1=CC=C(C=C1)Cl)C)C)=O